3,5-difluoro-4-hydroxy-N-({(1r,4r)-4-[5-(1-methyl-1H-pyrazol-4-yl)-2H-indazol-2-yl]cyclohexyl}methyl)benzamide, trifluoroacetate salt FC(C(=O)O)(F)F.FC=1C=C(C(=O)NCC2CCC(CC2)N2N=C3C=CC(=CC3=C2)C=2C=NN(C2)C)C=C(C1O)F